(S)-N-(5'-((5-amino-6-chloropyrimidin-4-yl)amino)-4'-(3,4-dimethylpiperazin-1-yl)-2'-fluoro-[1,1'-biphenyl]-4-yl)cyclohexanecarboxamide NC=1C(=NC=NC1Cl)NC=1C(=CC(=C(C1)C1=CC=C(C=C1)NC(=O)C1CCCCC1)F)N1C[C@@H](N(CC1)C)C